2-amino-1-(4-fluoro-3-methoxy-2,6-dimethylphenyl)-5-methyl-1H-pyrrole NC=1N(C(=CC1)C)C1=C(C(=C(C=C1C)F)OC)C